ClC1=C(C=CC=C1NC1=C(C=C(C=C1)F)S(=O)(=O)C)[C@@]1(CC(N(C(N1)=N)C1CCOCC1)=O)C (6S)-6-{2-Chloro-3-[4-fluoro-2-(methylsulfonyl)anilino]-phenyl}-2-imino-6-methyl-3-(tetrahydropyran-4-yl)-hexahydropyrimidin-4-one